vinylimidazolium C(=C)C=1NC=C[NH+]1